CC1=CC=C(N=N1)C(=O)OCC ethyl 6-methylpyridazine-3-carboxylate